3-(2-Oxa-7-azaspiro[3.5]non-7-yl)-1H-1,2,4-triazol-5-amine C1OCC12CCN(CC2)C2=NNC(=N2)N